N-(cis-4-tert-butylcyclohexyl)-3,5-bis-[4-tert-butylcyclohexylcarbonylamino]Benzamide C(C)(C)(C)[C@H]1CC[C@H](CC1)NC(C1=CC(=CC(=C1)NC(=O)C1CCC(CC1)C(C)(C)C)NC(=O)C1CCC(CC1)C(C)(C)C)=O